trinitrobenzene triazide [N-]=[N+]=[N-].[N-]=[N+]=[N-].[N-]=[N+]=[N-].[N+](=O)([O-])C=1C(=C(C=CC1)[N+](=O)[O-])[N+](=O)[O-]